6-[(1-Acetyl-4-piperidyl)methylamino]-2-[(2R)-3-(3,4-dihydro-1H-isochinolin-2-yl)-2-hydroxy-propyl]-3,4-dihydroisochinolin-1-on C(C)(=O)N1CCC(CC1)CNC=1C=C2CCN(C(C2=CC1)=O)C[C@@H](CN1CC2=CC=CC=C2CC1)O